C1(CC1)C1=NN(C=C1)C(=O)[O-] 3-cyclopropylpyrazole-1-carboxylate